N=1N=NN2N=CC3=C(C21)C=CC=N3 Pyrido[3,2-d]tetrazolo[1,5-b]pyridazine